N1=C2C(=CC=C1)C(OC2)=O 5H,7H-furo[3,4-b]pyridin-5-one